C12(C(=CCC(C1(C)C)C2)C)/C/2=C/C(=O)OC2=O pinene-maleic anhydride